N-[3-(4-amino-thieno[3,2-c]pyridin-3-yl)-2-fluoro-phenyl]-5-chloro-2-fluoro-4-methoxy-benzenesulfonamide NC1=NC=CC2=C1C(=CS2)C=2C(=C(C=CC2)NS(=O)(=O)C2=C(C=C(C(=C2)Cl)OC)F)F